[N+](=O)([O-])C1=C(C=C(C=C1)CC(=O)OC)NC[C@H]1OCC1 methyl (S)-2-(4-nitro-3-((oxetan-2-ylmethyl)amino)phenyl)acetate